FC=1C=C(C=C(C1)F)C1CC=NN1C(=O)C12CC(C1)(C2)CN2C=CC1=NC(=CC=C12)C#N 1-((3-(5-(3,5-difluorophenyl)-4,5-dihydro-1H-pyrazole-1-carbonyl)bicyclo[1.1.1]pentan-1-yl)methyl)-1H-pyrrolo[3,2-b]pyridine-5-carbonitrile